(trideuteriomethyl)pyrazolo[3,4-d]pyrimidine-4,6-diamine [2H]C([2H])([2H])C1=NN=C2N=C(NC(=C21)N)N